isononanamide C(CCCCCC(C)C)(=O)N